2-(2,3-Dihydrobenzofuran-3-yl)acetic acid O1CC(C2=C1C=CC=C2)CC(=O)O